CC1(OC2=C(N(C1=O)C)C=C(C=C2C=2C1=C(C(N(C2)C)=O)NC=C1)S(=O)(=O)C)C 2,2,4-trimethyl-8-(6-methyl-7-oxo-1H-pyrrolo[2,3-c]pyridin-4-yl)-6-methylsulfonyl-1,4-benzoxazin-3-one